FC(C=1C=C(C=CC1)COC=1N=CC(=NC1)CO)(F)F (5-{[3-(trifluoromethyl)phenyl]methoxy}pyrazin-2-yl)methanol